vinylbis(trimethylsiloxy)silane C(=C)[SiH](O[Si](C)(C)C)O[Si](C)(C)C